ClC1=CC=C(CNC(NC2=CC=C(C=C2)CS(=O)(=O)NC2=CC=CC=C2)=O)C=C1 1-(4-(3-(4-chlorobenzyl)ureido)phenyl)-N-phenylmethanesulfonamide